2-Bromo-7,9,9-trimethyl-9,10-dihydroacridine BrC1=CC=2C(C3=CC(=CC=C3NC2C=C1)C)(C)C